NC1=C2N=CN(C2=NC=N1)C[C@@H](C)OCP(=O)(NC(C(OC1CCOCC1)=O)(C)C)N[C@@H](CC1=CC=CC=C1)C(=O)OCCCCCC Hexyl (((((R)-1-(6-amino-9H-purin-9-yl)propan-2-yl)oxy)methyl)((2-methyl-1-oxo-1-((tetrahydro-2H-pyran-4-yl)oxy)propan-2-yl)amino)phosphoryl)-L-phenylalaninate